C(C)(C)(C)OC(=O)N1C(C(C2=CC=C(C=C12)C#N)C(=O)O)CN(C)C1=CC=C(C=C1)OC 1-(tert-Butoxycarbonyl)-6-cyano-2-(((4-methoxyphenyl)(methyl)amino)methyl)indoline-3-carboxylic acid